2-(3-Chlorobenzyl)cyclopentyl ((2S)-3-cyclohexyl-1-((4-(cyclopropylamino)-3,4-dioxo-1-(2-oxo-1-azaspiro[4.4]nonan-3-yl)butan-2-yl)amino)-1-oxopropan-2-yl)carbamate C1(CCCCC1)C[C@@H](C(=O)NC(CC1C(NC2(C1)CCCC2)=O)C(C(=O)NC2CC2)=O)NC(OC2C(CCC2)CC2=CC(=CC=C2)Cl)=O